3-(((2-cyanoethoxy)(diisopropylamino)phosphino)oxy)propane-1,2-diyl dipalmitate C(CCCCCCCCCCCCCCC)(=O)OCC(COP(N(C(C)C)C(C)C)OCCC#N)OC(CCCCCCCCCCCCCCC)=O